C1(=C(C(=CC=C1)C(=O)OC1CCCCC1)C(=O)OC1CCCCC1)C(=O)OC1CCCCC1 tricyclohexyl 1,2,3-benzenetricarboxylate